FC1(CCN(CC1)C(=O)C1=CC=2C3C(CN(C2N=C1)C1=CC=2N(C=C1)C(N(N2)C([2H])([2H])[2H])=O)C3)F 7-(6-(4,4-difluoropiperidine-1-carbonyl)-1,1a,2,7b-tetrahydro-3H-cyclopropa[c][1,8]naphthyridin-3-yl)-2-(methyl-d3)-[1,2,4]triazolo[4,3-a]pyridin-3(2H)-one